CN1C=NC=2N=CN(C(C12)=O)CC1=NC(=NO1)C1[C@H]2CN(C[C@@H]12)C1=CC=C(C=C1)F 7-methyl-1-[[3-[(1R,5S,6r)-3-(4-fluorophenyl)-3-azabicyclo[3.1.0]hexane-6-yl]-1,2,4-oxadiazol-5-yl]methyl]purin-6-one